(Z)-6-(2,4-dichlorophenyl)-5-(4-((1-(3-fluoropropyl)pyrrolidin-3-ylidene)methyl)phenyl)-7,8-dihydronaphthalene-2-carboxylic acid hydrochloride Cl.ClC1=C(C=CC(=C1)Cl)C1=C(C=2C=CC(=CC2CC1)C(=O)O)C1=CC=C(C=C1)\C=C\1/CN(CC1)CCCF